methyl 5-oxo-6,7-dihydro-5H-pyrido[3',4':4,5]pyrrolo[2,3-c]isoquinoline-3-carboxylate O=C1NC2=C(C3=CC=C(C=C13)C(=O)OC)C1=C(N2)C=CN=C1